CN1CCN(CC1)CCC=1C=NC(=NC1)NC1CCC(CC1)OC1=C2C=C(C=NC2=CC(=N1)N1CCOCC1)NS(=O)(=O)C N-[5-[4-[[5-[2-(4-methylpiperazin-1-yl)ethyl]pyrimidin-2-yl]amino]cyclohexoxy]-7-morpholino-1,6-naphthyridin-3-yl]methanesulfonamide